ClC1=C(COC2=CC=3N(C=C2)N=C(C3C(=O)OCC)C)C=CC=C1 ethyl 5-((2-chlorobenzyl)oxy)-2-methylpyrazolo[1,5-a]pyridine-3-carboxylate